N,N'-bis(5-triiodomethyl-2-pyridyl)formamidine IC(C=1C=CC(=NC1)NC=NC1=NC=C(C=C1)C(I)(I)I)(I)I